(7-(1-(Difluoromethyl)-1H-pyrazol-4-yl)-2-(1H-pyrrolo[2,3-b]pyridin-4-yl)thieno[3,2-d]Pyrimidin-4-yl)-3-methylmorpholine FC(N1N=CC(=C1)C1=CSC2=C1N=C(N=C2N2C(COCC2)C)C2=C1C(=NC=C2)NC=C1)F